4-((tert-Butoxycarbonyl) amino)-2,3-difluoro-6-methylphenyl triflate O(S(=O)(=O)C(F)(F)F)C1=C(C(=C(C=C1C)NC(=O)OC(C)(C)C)F)F